BrC=1C=C(OC2=C(C=3C=CNC3C=C2)C(=O)OC)C=CC1 methyl 5-(3-bromophenoxy)-1H-indole-4-carboxylate